C(#N)C1=NC(=NC=N1)NC1CCN(CC1)C(=O)OC(C)(C)C tert-Butyl 4-((4-cyano-1,3,5-triazin-2-yl)amino)piperidine-1-carboxylate